[Zn].[Ir]=O iridium oxide zinc